NC1=CC=C(C=N1)OC1=CC(=NC=C1)C(NNC)=N 4-((6-aminopyridin-3-yl)oxy)-N'-methylpicolinimidohydrazide